BrCCCCC1N(C2=NC=CC=C2CC1)C(=O)OCC ethyl 2-(4-bromobutyl)-3,4-dihydro-1,8-naphthyridine-1(2H)-carboxylate